2-(6-Amino-5-(4-(methyl(3-(methylamino)propyl)amino)phenethoxy)pyridazin-3-yl)phenol NC1=C(C=C(N=N1)C1=C(C=CC=C1)O)OCCC1=CC=C(C=C1)N(CCCNC)C